(2-(4-(tert-Butoxycarbonyl)piperazin-1-yl)ethyl)-1H-pyrazole-5-carboxylic acid C(C)(C)(C)OC(=O)N1CCN(CC1)CCN1N=CC=C1C(=O)O